6-(3-(aminomethyl)phenyl)-N-((1r,3r)-3-methoxycyclobutyl)-2-(1-methyl-1H-imidazol-2-yl)-5-phenylpyrrolo[2,1-f][1,2,4]triazin-4-amine hydrochloride Cl.NCC=1C=C(C=CC1)C=1C(=C2C(=NC(=NN2C1)C=1N(C=CN1)C)NC1CC(C1)OC)C1=CC=CC=C1